N-(5-Bromo-2-(3-(dimethylamino)azetidin-1-yl)pyridin-3-yl)-2,4-difluorobenzenesulfonamide BrC=1C=C(C(=NC1)N1CC(C1)N(C)C)NS(=O)(=O)C1=C(C=C(C=C1)F)F